S(=O)(=O)(OCCCCCCCCCCCC)[O-].[NH4+] ammonium dodecyl sulphate